FC1=C(OCC2=NC=CC(=N2)O[C@@H]2C[C@@H](N(CC2)CC=2N(C=3C(=NC=C(C3)C(=O)O)N2)C[C@H]2OCC2)C)C=CC(=C1)F 2-{[(2S,4S)-4-({2-[(2,4-difluorophenoxy)methyl]pyrimidin-4-yl}oxy)-2-methylpiperidin-1-yl]methyl}-1-{[(2S)-oxetan-2-yl]methyl}-1H-imidazo[4,5-b]pyridine-6-carboxylic acid